magnesium di-carbonate C([O-])([O-])=O.C([O-])([O-])=O.[Mg+2].[Mg+2]